6-(2-Chloro-6-fluorophenyl)-2-((4-((3-(dimethylamino)propyl)amino)phenyl)amino)-8,9-dihydroimidazo[1,2-a]pyrimido[5,4-e]pyrimidin-5(6H)-one ClC1=C(C(=CC=C1)F)N1C=2N(C3=C(C1=O)C=NC(=N3)NC3=CC=C(C=C3)NCCCN(C)C)CCN2